3-((2'-(2-ethoxyethoxy)-[3,4'-bipyridin]-2-yl)oxy)-5-methoxy-N-methylbenzamide C(C)OCCOC1=NC=CC(=C1)C=1C(=NC=CC1)OC=1C=C(C(=O)NC)C=C(C1)OC